ClC1=C(CO)C(=C(C=C1F)F)Cl 2,6-dichloro-3,5-difluorobenzyl alcohol